bis(2-butoxyethoxyethyl) sebacate C(CCCCCCCCC(=O)OCCOCCOCCCC)(=O)OCCOCCOCCCC